N-ethyl-7-fluoro-N-(3-fluoro-5-((1-(trifluoromethyl)cyclopropyl)ethynyl)phenyl)-[1,2,4]triazolo[4,3-a]quinazolin-5-amine C(C)N(C1=NC=2N(C3=CC=C(C=C13)F)C=NN2)C2=CC(=CC(=C2)C#CC2(CC2)C(F)(F)F)F